NC=1C(=C(C=C2C=C(N=CC12)NC(=O)[C@H]1[C@@H](C1)C#N)C=1C=NC=CC1C)C |r| (±)-trans-N-[8-amino-7-methyl-6-(4-methyl-3-pyridyl)-3-isoquinolinyl]-2-cyano-cyclopropanecarboxamide